CCCCCCC=C(CCC)C#N Undec-7-ene-8-carbonitrile